4-(2-cyclopropyl-6-{6-[(methylamino)methyl]-1-oxo-3H-isoindol-2-yl}pyridin-4-yl)-3-(4-methyl-1,2,4-triazol-3-yl)benzonitrile C1(CC1)C1=NC(=CC(=C1)C1=C(C=C(C#N)C=C1)C1=NN=CN1C)N1C(C2=CC(=CC=C2C1)CNC)=O